(E)-4-(2-(3-(trifluoromethoxy)phenoxy)thiazol-4-yl)but-3-en-2-one FC(OC=1C=C(OC=2SC=C(N2)/C=C/C(C)=O)C=CC1)(F)F